ClC1=C(C(=CC=C1)F)C(C)NC(=O)C=1N(C(=CC1)C#N)C N-(1-[2-chloro-6-fluorophenyl]ethyl)-5-cyano-1-methyl-1H-pyrrole-2-carboxamide